N1C(=NC=C1)C(CNC(=O)C1=NC(=C(N=C1N)C(F)(F)F)Br)C N-(2-(1H-imidazol-2-yl)propyl)-3-amino-6-bromo-5-(trifluoromethyl)pyrazine-2-carboxamide